(3-chloropyridin-2-yl)propanol ClC=1C(=NC=CC1)C(CC)O